C(CC(=O)OCCC)(=O)OCCC di(n-propyl) malonate